tert-Butylammonium bromid 2-(2-pyridyl)-2-hydroxyiminoethyl-diethyl-phosphite N1=C(C=CC=C1)C(COP([O-])([O-])(CC)CC)=NO.[Br-].C(C)(C)(C)[NH3+].C(C)(C)(C)[NH3+].C(C)(C)(C)[NH3+]